(R)-3-(4-fluoro-5-(((2R,3S)-3-(((1r,4S)-4-fluorocyclohexyl)amino)tetrahydro-2H-pyran-2-yl)methyl)-1-oxoisoindolin-2-yl)piperidine-2,6-dione FC1=C2CN(C(C2=CC=C1C[C@H]1OCCC[C@@H]1NC1CCC(CC1)F)=O)[C@H]1C(NC(CC1)=O)=O